C(C)C1C2C=CC(C1)(C2=O)C(=O)NC 5-ethylmethylaminocarbonyl-7-oxo-bicyclo[2.2.1]Hept-2-ene